N-(3-methyl-1-(4-(trifluoromethyl)benzyl)-1H-pyrrolo[2,3-b]pyridin-5-yl)isobutyramide CC1=CN(C2=NC=C(C=C21)NC(C(C)C)=O)CC2=CC=C(C=C2)C(F)(F)F